(R)-3-methyl-1-(2,6,8-trifluoro-7-((Sa)-7-fluoro-8-((triisopropylsilyl)ethynyl)-3-((triisopropylsilyl)oxy)naphthalen-1-yl)quinazolin-4-yl)piperidine C[C@H]1CN(CCC1)C1=NC(=NC2=C(C(=C(C=C12)F)C1=CC(=CC2=CC=C(C(=C12)C#C[Si](C(C)C)(C(C)C)C(C)C)F)O[Si](C(C)C)(C(C)C)C(C)C)F)F